C(C)OC(=O)N1CC2N(CCC2C1)C1CCC(CC1)(C1=CC=CC=C1)C#N 1-(4-cyano-4-phenylcyclohexyl)hexahydropyrrolo[3,4-b]pyrrole-5(1H)-carboxylic acid ethyl ester